NC=1C2=C(N=CN1)N(C=C2C=2C(=C(C=CC2)NS(=O)(=O)C2=CC(=C(C=C2)Cl)Cl)F)C2CCN(CC2)C N-{3-[4-amino-7-(1-methyl-piperidin-4-yl)-7H-pyrrolo[2,3-d]pyrimidin-5-yl]-2-fluoro-phenyl}-3,4-dichloro-benzenesulfonamide